C(C)OC(=O)C=1N(N=C2CC[C@@H](CC12)C(F)(F)F)C (S)-2-methyl-5-(trifluoromethyl)-4,5,6,7-tetrahydro-2H-indazole-3-carboxylic acid ethyl ester